ClC1=C(OCCCC(=O)NC=2C=C3C(N(C(C3=CC2)=O)C2C(NC(CC2)=O)=O)=O)C(=CC(=C1)C(C)(C)C1=CC=C(C=C1)OCC1=NC(=NC=C1)SC)C#N 4-(2-chloro-6-cyano-4-(2-(4-((2-(methylthio)pyrimidin-4-yl)methoxy)phenyl)propan-2-yl)phenoxy)-N-(2-(2,6-dioxopiperidin-3-yl)-1,3-dioxoisoindolin-5-yl)butanamide